FC(CN1C[C@@H]([C@H](CC1)NC(=O)C1=CC(=CC=2N(C=NC21)CC(F)(F)F)C#CCNC=2C(OC)=CC=C(C2)S(=O)(=O)C)C)(COC)F N-[(3S,4S)-1-(2,2-difluoro-3-methoxypropyl)-3-methyl-4-piperidyl]-6-[3-(4-mesyl-2-anisidino)-1-propynyl]-1-(2,2,2-trifluoroethyl)-1H-1,3-benzimidazole-4-carboxamide